ClC1=C(C=C(OCC(=O)N[C@H]2CC[C@@H](N(C2)C)C(=O)NC2=NC(=CN=C2)C(F)(F)F)C=C1)F (2R,5S)-5-[2-(4-chloro-3-fluorophenoxy)acetamido]-1-methyl-N-[6-(trifluoromethyl)pyrazin-2-yl]piperidine-2-carboxamide